FC=1C=C2C(CCN(C2=C(C1N1CC(NCC1)C)OC)C1CC1)=O 6-fluoro-8-methoxy-1-cyclopropyl-7-(3-methylpiperazin-1-yl)-2,3-dihydro-quinolin-4(1H)-one